(R)-3,6-dimethyl-8-(1-((2-(methylsulfonyl)phenyl)amino)ethyl)-2-(1,4-oxazepan-4-yl)quinazolin-4(3H)-one CN1C(=NC2=C(C=C(C=C2C1=O)C)[C@@H](C)NC1=C(C=CC=C1)S(=O)(=O)C)N1CCOCCC1